(E)-3-(1-Methylpyrrolidin-2-yl)acrylic acid CN1C(CCC1)/C=C/C(=O)O